OC1C(CCC(C1)C)C(C)=O 1-(2-hydroxy-4-methyl-cyclohexyl)-ethanone